BrC=1C(=C(C(=CC1)F)C(C=CN(C)C)=O)F 1-(3-bromo-2,6-difluorophenyl)-3-(dimethylamino)prop-2-en-1-one